N-(3-chloro-4-fluorophenyl)-N-methyl-2-(6-methyl-4-(trifluoromethyl)pyridin-2-yl)isothiazolidine-3-carboxamide 1,1-dioxide ClC=1C=C(C=CC1F)N(C(=O)C1N(S(CC1)(=O)=O)C1=NC(=CC(=C1)C(F)(F)F)C)C